5-phenyl-5H-benzo[b]carbazole C1(=CC=CC=C1)N1C2=CC=CC=C2C=2C=C3C(=CC12)C=CC=C3